1-[4-(5-{5-[(R)-(1,3-Dimethyl-azetidin-3-yl)-hydroxy-(4-isopropyl-phenyl)-methyl]-pyridin-3-yl}-[1,2,4]oxadiazol-3-yl)-piperidin-1-yl]-2-methoxy-ethanone, formic acid salt C(=O)O.CN1CC(C1)(C)[C@@](C=1C=C(C=NC1)C1=NC(=NO1)C1CCN(CC1)C(COC)=O)(C1=CC=C(C=C1)C(C)C)O